COC1=C2C(NC(=NC2=CC(=C1)OC)C1=CC=C(C=C1)N1CCC(CC1)CN1C2CN(CC1CC2)C=2C=C1C(N(C(C1=CC2)=O)C2C(NC(CC2)=O)=O)=O)=O 5-(8-((1-(4-(5,7-dimethoxy-4-oxo-3,4-dihydroquinazolin-2-yl)phenyl)piperidin-4-yl)methyl)-3,8-diazabicyclo[3.2.1]octan-3-yl)-2-(2,6-dioxopiperidin-3-yl)isoindoline-1,3-dione